(S)-quinuclidin-3-yl ((R)-5-(3,5-difluoro-4-isopropoxyphenyl)-6-fluoro-2,2-dimethyl-2,3-dihydro-1H-inden-1-yl)carbamate FC=1C=C(C=C(C1OC(C)C)F)C=1C=C2CC([C@H](C2=CC1F)NC(O[C@@H]1CN2CCC1CC2)=O)(C)C